NC1=C(C(N(N1C(SCC=C)=O)C(C)C)=O)C1=C(C=CC=C1)C S-prop-2-en-1-yl 5-amino-2-(1-methylethyl)-4-(2-methylphenyl)-3-oxo-2,3-dihydro-1H-pyrazole-1-carbothioate